C(C)(C)NC1=C(C(=O)NC=2SC(=CN2)[N+](=O)[O-])C=CC=C1 2-(isopropylamino)-N-(5-nitrothiazol-2-yl)benzamide